C(C=O)P(=O)(O)O The molecule is a phosphonic acid consisting of acetaldehyde with the phospho group at the 2-position. It has a role as a mouse metabolite. It derives from a phosphonic acid and an acetaldehyde. It is a conjugate acid of a phosphonoacetaldehyde(1-).